5-(8-methyl-[1,2,4]triazolo[1,5-a]pyridin-6-yl)-1,3-dihydro-2H-benzo[d]imidazol-2-one CC=1C=2N(C=C(C1)C1=CC3=C(NC(N3)=O)C=C1)N=CN2